CC1=C(C2=C(N=CN=C2NC2(CC2)C)O1)C(=O)N1CCC(=CC1)B1OC(C(O1)(C)C)(C)C 6-methyl-N-(1-methylcyclopropyl)-5-[4-(tetramethyl-1,3,2-dioxaborolan-2-yl)-1,2,3,6-tetrahydropyridin-1-carbonyl]furo[2,3-d]pyrimidin-4-amine